Br.ClC=1C(=C(C=CC1)C[C@@H]1NC[C@@H]([C@@H]1NS(=O)(=O)CC)F)F N-{(2S,3R,4S)-2-[(3-chloro-2-fluorophenyl)methyl]-4-fluoropyrrolidin-3-yl}ethanesulfonamide Hydrobromide